CC(CC1=CC=CC=C1)NCCO 2-(alpha-Methylphenethyl)aminoethanol